Dibenzo(a,h)pyrene C1=CC=CC=2C1=CC=1C=CC3=C4C(=CC=5C=CC2C1C35)C=CC=C4